C(C=C)(=O)N1CC2(C1)CC(C2)C(=O)N2CCC(CC2)N2N=CC(=C2)C=2C=C(C=1N(C2)N=CC1C#N)OC 6-(1-(1-(2-acryloyl-2-azaspiro[3.3]heptane-6-carbonyl)piperidin-4-yl)-1H-pyrazol-4-yl)-4-methoxypyrazolo[1,5-a]pyridine-3-carbonitrile